OC1=CC=C(C=C1)CC(=O)O.OC1=CC=C(C=C1)CC(=O)O 4-hydroxyphenylacetic acid (4-hydroxyphenylacetate)